3-[1-oxo-5-[[rac-(2S)-2-methyl-4-piperidyl]amino]isoindolin-2-yl]piperidine-2,6-dione O=C1N(CC2=CC(=CC=C12)NC1C[C@@H](NCC1)C)C1C(NC(CC1)=O)=O |r|